3-((R)-5-isopropyl-3-(isoquinolin-1-yl)-4,5-dihydroisoxazole-5-carboxamido)-4-oxopentanoate C(C)(C)[C@]1(CC(=NO1)C1=NC=CC2=CC=CC=C12)C(=O)NC(CC(=O)[O-])C(C)=O